(R and S)-benzyl 1-(3-hydroxybutyl)-1H-pyrazole-5-carboxylate O[C@@H](CCN1N=CC=C1C(=O)OCC1=CC=CC=C1)C |r|